2-(((αr)-6-(5-isobutyl-2,6-dioxotetrahydropyrimidin-1(2H)-yl)spiro[3.3]heptan-2-yl)oxy)nicotinamide C(C(C)C)C1CNC(N(C1=O)C1CC2(CC(C2)OC2=C(C(=O)N)C=CC=N2)C1)=O